(4-(2-((1-(cyclopropylmethyl)-6-(2-hydroxy-2-methylpropyloxy)-1H-benzo[d]imidazol-2-yl)amino)-2-oxoethyl)-2-fluorophenoxy)pyridine-3-carboxamide C1(CC1)CN1C(=NC2=C1C=C(C=C2)OCC(C)(C)O)NC(CC2=CC(=C(OC1=NC=CC=C1C(=O)N)C=C2)F)=O